C1(=CC=CC=C1)NC1=C(C=CC=C1)O 2-(phenylamino)phenol